C(C)(C)(C)OC(=O)N[C@@H](CN1CCN(CCC1)C(=O)OCC1=CC=CC=C1)C(=O)N1N[C@@H](CCC1)C(=O)OC benzyl 4-((S)-2-((tert-butoxycarbonyl) amino)-3-((S)-3-(methoxycarbonyl) tetrahydropyridazin-1(2H)-yl)-3-oxopropyl)-1,4-diazepane-1-carboxylate